CC[NH2+][C@H]1C[C@@H](S(=O)(=O)C2=C1C=C(S2)S(=O)(=O)N)C.[Cl-] The molecule is the hydrochloride salt of dorzolamide. It is used in ophthalmic solutions to lower increased intraocular pressure in the treatment of open-angle glaucoma and ocular hypertension. It has a role as an EC 4.2.1.1 (carbonic anhydrase) inhibitor, an antihypertensive agent and an antiglaucoma drug. It is a hydrochloride and an organoammonium salt. It contains a dorzolamide.